N-azidoacetyl-neuraminic acid N(=[N+]=[N-])CC(=O)N[C@@H]1[C@H](CC(C(O)=O)(O)O[C@H]1[C@H](O)[C@H](O)CO)O